ICCCCCCCCCCCCCCCCOC1OCCCC1 2-((16-iodohexadecyl)oxy)tetrahydro-2H-pyran